3-(1-hydroxy-4-oxocyclohexa-2,5-dienyl)-1H-benzo[f]chromen-1-one OC1(C=CC(C=C1)=O)C=1OC=2C=CC3=C(C2C(C1)=O)C=CC=C3